C[C@H]1CN(CCN1)C1=NC(=CC(=N1)NC1=CC2=C(C=N1)C=NN2C(C)C)N2CCCC2 N-{2-[(3S)-3-methylpiperazin-1-yl]-6-(pyrrolidin-1-yl)pyrimidin-4-yl}-1-(propan-2-yl)-1H-pyrazolo[4,3-c]pyridin-6-amine